CC1=NN(C(=C1)C)C(C(=O)O)C 2-(3,5-dimethyl-1H-pyrazol-1-yl)propanoic acid